C(C)(C)(C)OC(=O)N1CC(C1)NC=1SC2=C(N1)C=CC(=C2)OC[C@H](C(=O)OC(C)(C)C)O[Si](C)(C)C(C)(C)C (R)-3-((6-(3-(tert-butoxy)-2-((tert-butyldimethylsilyl)oxy)-3-oxopropoxy)benzo[d]Thiazol-2-yl)amino)azetidine-1-carboxylic acid tert-butyl ester